CC1(OCCN(C1)C1=CC2=C(C=N1)C(=NN2C)C=2C(=C(C(=C(C2)C(F)(F)F)F)O)F)C 3-(6-(2,2-Dimethylmorpholino)-1-methyl-1H-pyrazolo[4,3-c]pyridin-3-yl)-2,6-difluoro-5-(trifluoromethyl)phenol